Hexyl-amine C(CCCCC)N